1-(4-fluorophenoxy)-N-(3-methyl-4-((2-(piperidin-1-yl)pyrimidin-5-yl)oxy)phenyl)cyclopropane-1-carboxamide FC1=CC=C(OC2(CC2)C(=O)NC2=CC(=C(C=C2)OC=2C=NC(=NC2)N2CCCCC2)C)C=C1